1-isopropyl-2-methyl-6-(2-chloro-5-fluoropyrimidin-4-yl)-1H-benzo[d]imidazole C(C)(C)N1C(=NC2=C1C=C(C=C2)C2=NC(=NC=C2F)Cl)C